(1S,2R)-Ethyl 1,2-dihydroxycyclopentanecarboxylate O[C@@]1([C@@H](CCC1)O)C(=O)OCC